(S)-benzyloxymethyloxirane C(C1=CC=CC=C1)OC[C@H]1OC1